OC[C@@H]1[C@@H](C1)CN(CCCCCCCC(=O)N(CCCCCCCCCC)CCCCCCCCCC)CCCCCCCC(=O)N(CCCCCCCCCC)CCCCCCCCCC 8,8'-((((1R,2S)-2-(HYDROXYMETHYL)CYCLOPROPYL)METHYL)AZANEDIYL)BIS(N,N-DIDECYLOCTANAMIDE)